(R/S)-2-(5-fluoroisoindolin-2-yl)-4-((1-(hydroxymethyl)cyclobutyl)amino)-6,7-dihydrothieno[3,2-d]pyrimidine 5-oxide FC=1C=C2CN(CC2=CC1)C=1N=C(C2=C(N1)CC[S@]2=O)NC2(CCC2)CO |r|